N-phenyl-N-(thien-2-ylsulfonyl)methacrylamide C1(=CC=CC=C1)N(C(C(=C)C)=O)S(=O)(=O)C=1SC=CC1